[Si](C)(C)(C(C)(C)C)OC=1C=C(C(=O)OCCOCCOCCOCCOC2=C3C(N(C(C3=CC=C2)=O)C2C(NC(CC2)=O)=O)=O)C=C(C1O[Si](C)(C)C(C)(C)C)O[Si](C)(C)C(C)(C)C 2-(2-(2-(2-((2-(2,6-dioxopiperidin-3-yl)-1,3-dioxoisoindolin-4-yl)oxy)ethoxy)ethoxy)ethoxy)ethyl 3,4,5-tris((tert-butyldimethylsilyl)oxy)benzoate